Cl.C(CCC)O n-Butanol-HCL